methyl 14-amino-2,3,5,6,8,9-hexahydronaphtho[2,3-b][1,4,7,10]tetraoxacyclododecine-13-carboxylate NC=1C(=CC2=CC3=C(OCCOCCOCCO3)C=C2C1)C(=O)OC